BrC1=CC=C(C(=N1)NC(=O)C1NCC(C1)C)C N-(6-bromo-3-methylpyridin-2-yl)-4-methylpyrrolidine-2-carboxamide